C(#N)CC1(C(CN(CC1)CC1=CC=C(C=C1)C1=CCCC1)F)N1N=C(C(=C1)C(=O)N)NC(=O)C1CC1 1-[4-(cyanomethyl)-1-[[4-(cyclopenten-1-yl)phenyl]methyl]-3-fluoro-4-piperidyl]-3-(cyclopropanecarbonylamino)pyrazole-4-carboxamide